(2-cyanopyridin-4-yl)boronic acid C(#N)C1=NC=CC(=C1)B(O)O